4-(2-methyl-3-(4-morpholinophenyl)-3H-imidazo[4,5-b]pyridin-5-yl)pyridin-2(1H)-one CC1=NC=2C(=NC(=CC2)C2=CC(NC=C2)=O)N1C1=CC=C(C=C1)N1CCOCC1